perfluorooctyl-triethyloxysilane FC(C(F)(F)F)(O[Si](OC(C(F)(F)F)(F)F)(OC(C(F)(F)F)(F)F)C(C(C(C(C(C(C(C(F)(F)F)(F)F)(F)F)(F)F)(F)F)(F)F)(F)F)(F)F)F